5-(2-hexyloxybenzoyl)amino-3-(octahydroindolizin-7-yl)-benzofuran C(CCCCC)OC1=C(C(=O)NC=2C=CC3=C(C(=CO3)C3CCN4CCCC4C3)C2)C=CC=C1